NC1CCC(CC1)NC1=NC2=C(C=C(C=C2C=N1)C1=C(C=C(N=N1)NS(=O)(=O)C1=C(C=CC=C1)Cl)C)CC N-(6-(2-(((1r,4r)-4-aminocyclohexyl)amino)-8-ethylquinazolin-6-yl)-5-methylpyridazin-3-yl)-2-chlorobenzenesulfonamide